C(=O)(OC(C)(C)C)N1C(COCC1)C(=O)O 4-Boc-3-morpholinecarboxylic acid